Cl.C(C1=CC=CC=C1)N(C=C)CCCO[Si](OC)(OC)CCCN [2-(N-benzyl-N-vinylamino)ethyl]-3-aminopropyltrimethoxysilane hydrochloride